benzyl (3s,4r)-3-fluoro-4-(hydroxymethyl)piperidine-1-carboxylate F[C@@H]1CN(CC[C@@H]1CO)C(=O)OCC1=CC=CC=C1